2-acetyl-2,3,8,8-tetramethyl-1,2,3,4,5,6,7,8-octahydronaphthalene C(C)(=O)C1(CC=2C(CCCC2CC1C)(C)C)C